3,6-dibromo-4-[[(1S)-1-cyclopropyl-2,2-difluoro-3-hydroxy-propyl]amino]-7-fluoro-1-methyl-quinolin-2-one BrC=1C(N(C2=CC(=C(C=C2C1N[C@H](C(CO)(F)F)C1CC1)Br)F)C)=O